2-Cyclobutyl-N-methyl-N-(2-((4aS,5aR)-5a-methyl-1,4,4a,5,5a,6-hexahydrocyclopropa[f]indazol-3-yl)-1H-imidazo[4,5-b]pyridin-6-yl)acetamide C1(CCC1)CC(=O)N(C=1C=C2C(=NC1)N=C(N2)C2=NNC=1C[C@@]3([C@H](CC21)C3)C)C